C(=O)C1=CC=C(C(=O)O)C=C1 p-formyl-benzoic acid